FC=1C=C(CCOC2=NC(N3C(N4C(COCC4)C3)=C2)=O)C=CC1 7-(3-fluorophenethoxy)-3,4,11,11a-tetrahydropyrimido[6',1':2,3]imidazo[5,1-c][1,4]oxazin-9(1H)-one